C(C1CO1)OCCCC[Si](OCCCC)(OCCCC)OCCCC δ-glycidoxybutyltributoxysilane